CC=1C=C(C2=C(N=C(S2)NC(=O)C2CCN(CC2)S(=O)(=O)C=2C(=NC=CC2)F)C1)C N-(5,7-dimethylbenzo[d]thiazol-2-yl)-1-((2-fluoropyridin-3-yl)sulfonyl)piperidine-4-carboxamide